S(=O)(=O)(C)N1CC2CN(CC2C1)C1CCOCC1 2-(mesyl)-5-(tetrahydro-2H-pyran-4-yl)octahydropyrrolo[3,4-c]pyrrole